1-(3-(2-((R)-1-Hydroxyethyl)imidazo[4,5-d]pyrrolo[2,3-b]pyridin-1(6H)-yl)pyrrolidin-1-carbonyl)cyclopropanecarbonitrile O[C@H](C)C1=NC=2C(=C3C(=NC2)NC=C3)N1C1CN(CC1)C(=O)C1(CC1)C#N